1,2,3,4,5,6,7,8-OCTAHYDRO-8,8-DIMETHYL-2-NAPHTHALENECARBALDEHYDE CC1(CCCC=2CCC(CC12)C=O)C